tertbutyl 4-[(2s)-1-(benzyloxy)-1-oxopropan-2-yl]piperazine-1-carboxylate C(C1=CC=CC=C1)OC([C@H](C)N1CCN(CC1)C(=O)OC(C)(C)C)=O